ClC1=CC2=C(N=NN(C2=O)CC(C)NC(C2=C(C=CC=C2)C(F)(F)F)=O)C=C1 N-(1-(6-chloro-4-oxobenzo[d][1,2,3]triazine-3(4H)-yl)propan-2-yl)-2-(trifluoromethyl)Benzamide